C(C)(C)(C)OC([C@H](C1=CC=CC=C1)NC1=NC(=NC=C1C1=NC(=NO1)C)NC1=CC2=C(C(C(O2)(C)C)=O)C=C1)=O (S)-tert-butyl-2-(2-(2,2-dimethyl-3-oxo-2,3-dihydrobenzofuran-6-ylamino)-5-(3-methyl-1,2,4-oxadiazol-5-yl) pyrimidin-4-ylamino)-2-phenylacetate